lithium vinyl alcohol C(=C)O.[Li]